[K+].C(CCCC)P([O-])=O pentylphosphinate potassium